CC1=C(C=CC(=C1)C)S(=O)(=O)CC=1NC=2N(C(C1)=O)N=CC2C(=O)OC Methyl 5-{[(2,4-dimethylphenyl)sulfonyl]methyl}-7-oxo-4,7-dihydropyrazolo[1,5-a]pyrimidine-3-carboxylate